The molecule is a 3-(carbamoyloxymethyl)cephalosporin compound having a 7-(2Z)-2-(furan-2-yl)-2-(methoxyimino)acetamido side chain. It has a role as a drug allergen. It is a 3-(carbamoyloxymethyl)cephalosporin, a member of furans and an oxime O-ether. CO/N=C(/C1=CC=CO1)\\C(=O)N[C@H]2[C@@H]3N(C2=O)C(=C(CS3)COC(=O)N)C(=O)O